10-(2,6-difluoro-4-{[2-(methylamino)ethyl]amino}phenyl)-4-fluoro-9-oxo-8-propyl-6,8,10-triazatricyclo[9.4.0.02,7]pentadeca-1(11),2(7),3,5,12,14-hexaene-13-carbonitrile FC1=C(C(=CC(=C1)NCCNC)F)N1C(N(C=2N=CC(=CC2C=2C=CC(=CC12)C#N)F)CCC)=O